C1(=CC=C(C=C1)N)N p-Phenylendiamine